ClC1=CC(=NC=N1)N1N=CN=C1[C@H](C)NC(OCCCC)=O butyl N-[(1S)-1-[2-(6-chloropyrimidin-4-yl)-1,2,4-triazol-3-yl]ethyl]carbamate